2-[2-methyl-6-(trifluoromethyl)pyrimidin-4-yl]-7-[1-(2,2,2-trifluoroethyl)-1H-pyrazolo[3,4-b]pyrazin-6-yl]-2,7-diazaspiro[4.4]nonane CC1=NC(=CC(=N1)N1CC2(CC1)CN(CC2)C2=CN=C1C(=N2)N(N=C1)CC(F)(F)F)C(F)(F)F